CC(CC1=CC=CC=C1)C#N methyl-phenethyl cyanide